S(OC1=CC=C(C=C1)OCC1=C(C=C(C=C1F)C1=NOC(N1)=O)F)(=O)(=O)F 4-((2,6-difluoro-4-(5-oxo-4,5-dihydro-1,2,4-oxadiazol-3-yl)benzyl)oxy)phenyl sulfurofluoridate